C(CCCCCCCCC(=O)OC1CC(N(C(C1)(C)C)OC1CCCCC1)(C)C)(=O)OC1CC(N(C(C1)(C)C)OC1CCCCC1)(C)C bis(1-cyclohexyloxy-2,2,6,6-tetramethyl piperidin-4-yl) sebacate